(2R,3R)-2-phenylchromane-3,5,7-triol C1(=CC=CC=C1)[C@H]1OC=2C=C(C=C(C2C[C@H]1O)O)O